D-sedoheptulose 1-phosphate P(=O)(O)(O)OCC(=O)[C@@H](O)[C@H](O)[C@H](O)[C@H](O)CO